4-nitrosoaminobenzoate N(=O)NC1=CC=C(C(=O)[O-])C=C1